C(CCC=C)[C@](N)(C)C(=O)O α-4-pentenyl-alanine